FC1=C(C=CC(=C1)OCCN1CCOCC1)C1=NC=CC2=C1N=C(N=C2)NC2=CC=C(C=C2)N2CCNCC2 8-(2-fluoro-4-(2-morpholinoethoxy)phenyl)-N-(4-(piperazin-1-yl)phenyl)pyrido[3,4-d]pyrimidin-2-amine